C(C)(C)(C)OC(=O)NC=1C(=NC(=C(C1)C(F)(F)F)SC)C(=O)O 3-((tert-butoxycarbonyl)amino)-6-(methylthio)-5-(trifluoromethyl)picolinic acid